NCC=1C=C2CN(C(C2=CC1)=O)C1C(NC(CC1)=O)=O 3-(5-(Aminomethyl)-1-oxoisoindol-2-yl)piperidine-2,6-dione